3-(4-(3,4-difluorophenylcarbamoyl)piperazin-1-yl)propylhexanoic acid FC=1C=C(C=CC1F)NC(=O)N1CCN(CC1)CCCC(C(=O)O)CCCC